COC([C@H](CC(=O)C1=C(C=CC=C1)N)N)=O (S)-2-amino-4-(2-aminophenyl)-4-oxobutanoic acid methyl ester